N-(2'-chloro-2-fluoro-[1,1'-biphenyl]-3-yl)-4-fluoropyrrolidine-2-carboxamide ClC1=C(C=CC=C1)C1=C(C(=CC=C1)NC(=O)C1NCC(C1)F)F